C(C#CC)(=O)N1[C@@H](C[C@H](CC1)N1N=NC=2C(=NC=3C(=C(C(=CC3C21)Cl)C=2C=CC(=C1C=CC=NC21)F)Cl)OC[C@H]2N(CCC2)C)CC#N ((2S,4S)-1-(but-2-ynoyl)-4-(6,8-dichloro-7-(5-fluoroquinolin-8-yl)-4-(((S)-1-methylpyrrolidin-2-yl)methoxy)-1H-[1,2,3]triazolo[4,5-c]quinolin-1-yl)piperidin-2-yl)acetonitrile